(R)-6'-fluoro-N-(4-fluorobenzyl)-4'-hydroxy-3',4'-dihydro-1'H-spiro[piperidine-4,2'-quinoline]-1-carboxamide FC=1C=C2[C@@H](CC3(NC2=CC1)CCN(CC3)C(=O)NCC3=CC=C(C=C3)F)O